1-Nitroso-1,3-bis(2-(trifluoromethoxy)ethyl)urea N(=O)N(C(=O)NCCOC(F)(F)F)CCOC(F)(F)F